(pyridazin-3-yl)urea N1=NC(=CC=C1)NC(=O)N